C(C)(C)(C)OC(=O)N1C[C@@H](N(CC1)C=1C2=C(N=CN1)N(C=C2C2CC2)C2=NN(C(=C2)C#N)C)C (S)-4-(7-(5-cyano-1-methyl-1H-pyrazol-3-yl)-5-cyclopropyl-7H-pyrrolo[2,3-d]pyrimidin-4-yl)-3-methylpiperazine-1-carboxylic acid tert-butyl ester